OC1=C(C=C(C=C1C(C)(C)CC)C(C)(C)CC)N1N=C2C(=N1)C=CC=C2 2-(2-hydroxy-3,5-di-tert-pentylphenyl)-benzotriazole